C1=CC=CC=2C3=CC=CC=C3N(C12)C1=CC=C(C=C1)N(C1=CC=C(C=C1)N1C2=CC=CC=C2C=2C=CC=CC12)C1=CC=C(C=C1)N1C2=CC=CC=C2C=2C=CC=CC12 tris[4-(carbazol-9-yl)phenyl]amine